N[C@H](C(=O)OC)CNC(CNC(=O)OC(C)(C)C)=O (S)-methyl 2-amino-3-(2-(tert-butoxycarbonylamino)acetamido)propanoate